P(=O)(OC1=C(C(=C(C=C1)C1=CC=CC=C1)O)C1=CC=CC=C1)([O-])[O-] diphenyl-(3-hydroxyphenyl) phosphate